(E)-N-(4-(1-(6-(4-(7-(2-(2,6-dioxopiperidin-3-yl)-1,3-dioxoisoindolin-4-yl)hept-6-yn-1-yl)piperazin-1-yl)nicotinoyl)piperidin-4-yl)butyl)-3-(pyridin-3-yl)acrylamide O=C1NC(CCC1N1C(C2=CC=CC(=C2C1=O)C#CCCCCCN1CCN(CC1)C1=NC=C(C(=O)N2CCC(CC2)CCCCNC(\C=C\C=2C=NC=CC2)=O)C=C1)=O)=O